3-(5-(1-methyl-5-(pyridin-3-yl)-2-(tetrahydro-2H-pyran-4-yl)-1H-imidazol-4-yl)-1-oxoisoindolin-2-yl)piperidine-2,6-dione CN1C(=NC(=C1C=1C=NC=CC1)C=1C=C2CN(C(C2=CC1)=O)C1C(NC(CC1)=O)=O)C1CCOCC1